methyl-4H-benzo[d][1,3]oxazin-4-one CC=1OC(C2=C(N1)C=CC=C2)=O